ClC=1C=C(C=CC1F)NC1=NC=NC2=CC(=C(C=C12)O[C@@H]1CC[C@H](CC1)NS(=O)(=O)N(C)C)OC 4-[(3-chloro-4-fluorophenyl)amino]-6-{trans-4-[(dimethylamino)sulfonylamino]-cyclohexan-1-yloxy}-7-methoxy-quinazoline